4-[(3S)-3-amino-3-methylpyrrolidin-1-yl]-N-[(1S)-1-cyclopropylethyl]-2-methoxy-2'-(trifluoromethyl)-[3,4'-bipyridine]-5-carboxamide N[C@@]1(CN(CC1)C1=C(C(=NC=C1C(=O)N[C@@H](C)C1CC1)OC)C1=CC(=NC=C1)C(F)(F)F)C